z-isopropanol C(C)(C)O